C(=C)I vinyl iodide